1-(3-bromo-5-chlorophenyl)-3-(5-fluoro-2-hydroxymethylphenyl)urea BrC=1C=C(C=C(C1)Cl)NC(=O)NC1=C(C=CC(=C1)F)CO